BrC1=CC(N(C=N1)C)=O 6-bromo-3-methyl-pyrimidin-4-one